FC=1C=C2C(CC(OC2=C(C1)F)(C)C)NC(=O)[C@H]1[C@@H](C1)[C@H](CCOC)N1C(NC(CC1=O)(C)C)=[NH2+] [1-[(1S)-1-[(1R,2R)-2-[(6,8-difluoro-2,2-dimethyl-chroman-4-yl)carbamoyl]cyclopropyl]-3-methoxy-propyl]-4,4-dimethyl-6-oxo-hexahydropyrimidin-2-ylidene]ammonium